C(CCCCCCCCCCCCCCCCCCCCC)(=O)OCCCCCCCCCCCCCCCC(C)C isostearyl behenate